N6,N6-dimethyl-lysine CN(CCCC[C@H](N)C(=O)O)C